2-hydroxy-3-methyl-N-(5-nitrothiazol-2-yl)benzamide OC1=C(C(=O)NC=2SC(=CN2)[N+](=O)[O-])C=CC=C1C